COC(C[C@@]1(CCOC2=CC=CC=C12)N[S@@](=O)C(C)(C)C)=O 2-((R)-4-(((S)-tert-butylsulfinyl)amino)chroman-4-yl)acetic acid methyl ester